4-[[(2r,3s,4s,5r)-3-(3,4-difluoro-2-vinyl-phenyl)-4,5-dimethyl-5-(trifluoromethyl)tetrahydrofuran-2-carbonyl]amino]pyridine-2-carboxylic acid methyl ester COC(=O)C1=NC=CC(=C1)NC(=O)[C@@H]1O[C@]([C@H]([C@H]1C1=C(C(=C(C=C1)F)F)C=C)C)(C(F)(F)F)C